ClC=1C=C(C=C2C(NC(C12)=O)(C)C)C1=NNC(CC1C)=O 7-chloro-3,3-dimethyl-5-(4-methyl-6-oxo-1,4,5,6-tetrahydropyridazin-3-yl)-2,3-dihydro-1H-isoindol-1-one